FC(C1=CC=CC(=N1)C=1OC2=C(C=C(C=C2C(C1C)=O)C)[C@@H](C)NC=1C(=NC=CC1)C(=O)NS(=O)(=O)C)F 3-[[(1R)-1-[2-[6-(Difluoromethyl)-2-pyridyl]-3,6-dimethyl-4-oxo-chromen-8-yl]ethyl]amino]-N-methylsulfonyl-pyridine-2-carboxamide